dicarbonic acid Di-tert-butyl ester C(C)(C)(C)OC(=O)OC(=O)OC(C)(C)C